N,N'-disilylene-ethylenediamine [SiH2]=NCCN=[SiH2]